2-(6-chloroquinazolin-4-yl)acetamide Ethyl-2-(6-chloroquinazolin-4-yl)acetate C(C)OC(CC1=NC=NC2=CC=C(C=C12)Cl)=O.ClC=1C=C2C(=NC=NC2=CC1)CC(=O)N